6-Chloro-N-(3-chloro-2-fluoro-4-isopropoxyphenyl)pyrido[3,2-d]pyrimidin-4-amine ClC=1C=CC=2N=CN=C(C2N1)NC1=C(C(=C(C=C1)OC(C)C)Cl)F